N6,N6-dipropyl-N2-((6-(2-(methanesulfonyl)pyrimidin-5-yl)hexan-5-ynoyl)-L-valinyl)-L-lysine C(CC)N(CCCC[C@H](NC([C@@H](NC(CCCC#CC=1C=NC(=NC1)S(=O)(=O)C)=O)C(C)C)=O)C(=O)O)CCC